1-[2,4-bis(trifluoromethyl)phenyl]-N-[(3R)-1-(oxolan-3-yl)piperidin-3-yl]pyrrolo[1,2-d][1,2,4]triazin-4-amine FC(C1=C(C=CC(=C1)C(F)(F)F)C=1C=2N(C(=NN1)N[C@H]1CN(CCC1)C1COCC1)C=CC2)(F)F